P(=O)(O)(O)O[C@H]1[C@H]([C@@H](O[C@@H]1CO)N1C=NC=2C(N)=NC=NC12)OCCOC 2'-O-methoxyethyladenosine-3'-phosphate